3-cyclopropyl-4-(ethylthio)-N,N-dimethyl-5-(3-methyl-6-(trifluoromethyl)-3H-imidazo[4,5-c]pyridine-2-yl)-1H-pyrazole-1-sulfonamide C1(CC1)C1=NN(C(=C1SCC)C1=NC2=C(C=NC(=C2)C(F)(F)F)N1C)S(=O)(=O)N(C)C